C(C)(=O)N1N=C(CC1C1=CC=C(C=C1)OC)C=1C(NC2=CC=C(C=C2C1CC1=CC=CC=C1)Cl)=O 3-[2-acetyl-3-(4-methoxyphenyl)-3,4-dihydropyrazol-5-yl]-4-benzyl-6-chloro-1H-quinolin-2-one